N-(8'-bromo-4'H-spiro[cyclopropane-1,5'-naphtho[2,1-d]isoxazol]-3'-yl)-4-cyanotetrahydro-2H-pyran-4-sulfonamide BrC1=CC=C2C3(CC=4C(=NOC4C2=C1)NS(=O)(=O)C1(CCOCC1)C#N)CC3